ClC1=CC2=C(S1)[C@@]1(C[C@@H](NCC1)C)OCC2(O)C(F)F (2'S,7R)-2-chloro-4-(difluoromethyl)-2'-methyl-spiro[5H-thieno[2,3-c]pyran-7,4'-piperidine]-4-ol